CC1=CC=C(C=C1)S(=O)(=O)OCC(=O)C1CC1 cyclopropyl-2-oxoethyl 4-methylbenzenesulfonate